14-(benzyloxy)-2-(12-(benzyloxy)-12-oxododecyl)-2-((benzyloxy)carbonyl)-14-oxotetradecanoic acid C(C1=CC=CC=C1)OC(CCCCCCCCCCCC(C(=O)O)(C(=O)OCC1=CC=CC=C1)CCCCCCCCCCCC(=O)OCC1=CC=CC=C1)=O